(E)-4-(3-trifluoromethoxyphenyl)-2-[1-cyclopropyl-2-(2-carboxy-4-fluorobenzylidene)hydrazino]thiazole FC(OC=1C=C(C=CC1)C=1N=C(SC1)N(/N=C/C1=C(C=C(C=C1)F)C(=O)O)C1CC1)(F)F